1-Benzyl-3,5-bis(3,4-dimethoxybenzylidene)piperidin-4-one C(C1=CC=CC=C1)N1CC(C(C(C1)=CC1=CC(=C(C=C1)OC)OC)=O)=CC1=CC(=C(C=C1)OC)OC